(2R,3S,5R)-5-(6-(cyclopropylamino)-2-fluoro-9H-purin-9-yl)-2-(hydroxymethyl)-2-vinyltetrahydrofuran-3-ol C1(CC1)NC1=C2N=CN(C2=NC(=N1)F)[C@H]1C[C@@H]([C@@](O1)(C=C)CO)O